F[C@H]1CNCC[C@H]1NC1=CC=CC=2N1N=C(C2SC(F)(F)F)C#CCNC2=C(C=C(C=C2)S(=O)(=O)C)OC N-[(3S,4R)-3-fluoro-4-piperidyl]-2-[3-(2-methoxy-4-methylsulfonyl-anilino)prop-1-ynyl]-3-(trifluoromethylsulfanyl)pyrazolo[1,5-a]pyridin-7-amine